4-(5-methylpyridin-2-yl)-3-oxobutanoic acid ethyl ester C(C)OC(CC(CC1=NC=C(C=C1)C)=O)=O